(N,N-dimethyl-3-aminopropyl)ethyldimethoxysilane ethyl-5,5-bis[(Z)-heptadec-8-enyl]-1-(3-pyrrolidin-1-ylpropyl)-2H-imidazole-2-carboxylate C(C)OC(=O)C1N(C(C=N1)(CCCCCCC\C=C/CCCCCCCC)CCCCCCC\C=C/CCCCCCCC)CCCN1CCCC1.CN(CCC[Si](OC)(OC)CC)C